N1(CC[C@@H]2[C@H]1CNC2)C2=NC=1CC[C@@H](CC1C=C2)NC(=O)C2=C(C=1C(=NC(=CC1C)C)S2)N N-[(6S)-2-[(3aS,6aS)-octahydropyrrolo[2,3-c]pyrrol-1-yl]-5,6,7,8-tetrahydroquinolin-6-yl]-3-amino-4,6-dimethylthieno[2,3-b]pyridine-2-carboxamide